C1(=CC=CC=C1)CCCC=1PC=CC1 phenylpropyl-phosphole